P(=O)(O)(O)O[C@H]1C([C@@H](O[C@@H]1CO)N1C(=O)NC(=O)C(C)=C1)CCOC.Cl[Si](C1C(=CC2=C(C=CC=C12)C1=CC=CC=C1)CCCC)(C)C chlorodimethyl-(4-phenyl-2-butyl-indenyl)silane 2'-methoxyethylthymidine-3'-phosphate